FC=1C=C(C=2N(C1)C(=CN2)C2=NN(C1=C2C=NC(=C1)C(=O)N1CC2CCC(C1)N2)CC(F)(F)F)F 3-[3-(6,8-Difluoro-imidazo[1,2-a]pyridin-3-yl)-1-(2,2,2-trifluoro-ethyl)-1H-pyrazolo[4,3-c]pyridin-6-carbonyl]-3,8-diaza-bicyclo[3.2.1]octan